methyl 2-(4'-chloro-[1,1'-biphenyl]-3-yl)-2-hydroxyacetate ClC1=CC=C(C=C1)C1=CC(=CC=C1)C(C(=O)OC)O